NC1=NC=NN2C1=C(C(=N2)C2=CC=C(C=C2)NC(C(=C)F)=O)C=2SC1=C(C2)C=CC=C1 N-(4-(4-amino-5-(benzothien-2-yl)pyrazolo[5,1-f][1,2,4]triazin-6-yl)phenyl)-2-fluoroacrylamide